COC(=O)C=1C=C2C(=NC1)N(C=C2)C2CN(C2)C(=O)OC(C)(C)C tert-butyl 3-[5-(methoxycarbonyl)pyrrolo[2,3-b]pyridin-1-yl]azetidine-1-carboxylate